C(C)(C)(C)C1=CC=C(O[C@@H]2[C@@H](CN(CC2)C2=CC(N(C=3C=CC(=NC23)C#N)C)=O)C)C=C1 8-((3R,4S)-4-(4-(tert-butyl)phenoxy)-3-methylpiperidin-1-yl)-5-methyl-6-oxo-5,6-dihydro-1,5-naphthyridine-2-carbonitrile